6-nonyloxymethoxy-1,3-dimethylhexylmagnesium iodide C(CCCCCCCC)OCOCCCC(CC(C)[Mg]I)C